2-(4-(m-tolyl)piperidin-1-yl)aniline C1(=CC(=CC=C1)C1CCN(CC1)C1=C(N)C=CC=C1)C